C(C)OC(=O)C1=NN(N=C1C)C=1C=C2C(=CNC2=CC1)C=NO.CC=C(C(=O)N)C(C)C Methyl-Isopropyl-Acrylamide ethyl-2-{3-[(hydroxyimino)methyl]-1H-indol-5-yl}-5-methyl-2H-1,2,3-triazole-4-carboxylate